N-(5-cyclobutyl-1H-pyrazol-3-yl)-2-(4-((25-((2-(2,6-dioxopiperidin-3-yl)-1,3-dioxoisoindolin-4-yl)amino)-11-oxo-3,6,9,16,19,22-hexaoxa-12-azapentacosyl)oxy)phenyl)acetamide C1(CCC1)C1=CC(=NN1)NC(CC1=CC=C(C=C1)OCCOCCOCCOCC(NCCCOCCOCCOCCCNC1=C2C(N(C(C2=CC=C1)=O)C1C(NC(CC1)=O)=O)=O)=O)=O